1-(heptadecan-9-yl) 17-(3-methylnonyl) 9-(((tetrahydro-2H-pyran-4-yl)methyl)amino)heptadecanedioate O1CCC(CC1)CNC(CCCCCCCC(=O)OC(CCCCCCCC)CCCCCCCC)CCCCCCCC(=O)OCCC(CCCCCC)C